O=C1NC(CCC1N1C(C2=CC=CC(=C2C1=O)C#CCCCCN1CCN(CC1)C1CCN(CC1)C1=NC=C(C(=O)N2CCC(CC2)CCCCNC(\C=C\C=2C=NC=CC2)=O)C=C1)=O)=O (E)-N-(4-(1-(6-(4-(4-(6-(2-(2,6-dioxopiperidin-3-yl)-1,3-dioxoIsoindoline-4-yl)hex-5-yn-1-yl)piperazin-1-yl)piperidin-1-yl)nicotinoyl)piperidin-4-yl)butyl)-3-(Pyridin-3-yl)acrylamide